F[B-](F)(F)F.[NH+]=1NC=NC1 1,2,4-triazolium tetrafluoroborate